N-((R)-1-(2,4-dichlorophenyl)ethyl)-5-((R)-1-(2,2,2-trifluoroethyl)-[3,4'-bipiperidin]-1'-yl)-[1,2,4]triazolo[1,5-a]pyrimidin-7-amine ClC1=C(C=CC(=C1)Cl)[C@@H](C)NC1=CC(=NC=2N1N=CN2)N2CCC(CC2)[C@@H]2CN(CCC2)CC(F)(F)F